C(C)(C)(C)N(C(O)=O)[C@H](C(=O)NC)CCCC=1C=NC=CC1.OC1=CC=C(C=C1)C(C(=O)NOC1OCCCC1)(C)C 2-(4-hydroxyphenyl)-2-methyl-N-((tetrahydro-2H-pyran-2-yl)oxy)propionamide tert-butyl-(S)-(1-(methylamino)-1-oxo-5-(pyridin-3-yl)pentan-2-yl)carbamate